1-(7-(7-(5-methyl-1H-indazol-4-yl)-2-(((S)-1-methylpyrrolidin-2-yl)methoxy)-6-(trifluoromethoxy)quinazolin-4-yl)-2,7-diazaspiro[3.5]Non-2-yl)prop-2-en-1-one CC=1C(=C2C=NNC2=CC1)C1=C(C=C2C(=NC(=NC2=C1)OC[C@H]1N(CCC1)C)N1CCC2(CN(C2)C(C=C)=O)CC1)OC(F)(F)F